6-bromo-1-cyclopropyl-4-methyl-2-(4-methylsulfonylphenyl)benzimidazole BrC=1C=C(C2=C(N(C(=N2)C2=CC=C(C=C2)S(=O)(=O)C)C2CC2)C1)C